FC(C(F)(F)OCCCC)C(F)(F)F Butyl hexafluoropropyl ether